N-[1-(1-{2-[4-(2,3-Dimethylphenyl)piperazin-1-yl]-2-oxoethyl}-1,4,5,6-tetrahydrocyclopenta[c]pyrazol-3-carbonyl)piperidin-4-yl]methansulfonamid CC1=C(C=CC=C1C)N1CCN(CC1)C(CN1N=C(C2=C1CCC2)C(=O)N2CCC(CC2)NS(=O)(=O)C)=O